CS(=O)(=O)OCC#CC1=CC(=C(C=C1)C=1N=NN(C1)CC1OCC(CO1)(C)C)CC 3-(4-(1-((5,5-dimethyl-1,3-dioxan-2-yl)methyl)-1H-1,2,3-triazol-4-yl)-3-ethylphenyl)prop-2-ynyl methanesulfonate